C(C1=CC=CC=C1)OCC1=NC2=C(N1COCC[Si](C)(C)C)C=CC=C2C(C(=O)OC)(F)F methyl 2-[2-(benzyloxymethyl)-1-(2-trimethylsilylethoxymethyl) benzimidazol-4-yl]-2,2-difluoro-acetate